2-(1-(cyclopropylmethyl)-1H-indol-2-yl)-3,4-dihydro-5-oxa-1,2-diazaAcenaphthene-7-carboxylic acid methyl ester COC(=O)C=1C=C2OCCC3N(NC(C1)=C32)C=3N(C2=CC=CC=C2C3)CC3CC3